phenylpropynyl (2-bromo)phenyl ether BrC1=C(C=CC=C1)OC#CCC1=CC=CC=C1